C1(CCCCC1)C1P(C(CCC1)C1CCCCC1)C1=C(C=CC=C1C1=CC=CC=C1)C1=CC=CC=C1 2,6-dicyclohexyl-1-[(2,6-diphenyl)phenyl]-phospha-cyclohexane